C(C1=CC=CC=C1)N(C(C#C)=O)C1=C(C=CC(=C1)C)C(C(C)C)=O N-benzyl-N-(2-isobutyryl-5-methylphenyl)propiolamide